ON1CCCC1 1-hydroxypyrrolidine